FC1=C(C(=O)OC)C(=CN=C1)Br methyl 3-fluoro-5-bromoisonicotinate